N-tertiary butyl-imidazole palladium tin [Sn].[Pd].C(C)(C)(C)N1C=NC=C1